(5-chloro-1H-indol-3-yl)-5-(piperidin-1-yl)isoindoline-2-carboxamide tert-butyl-((5-chloro-6-((3-methylisoxazol-5-yl)methoxy)-1H-indol-2-yl)methyl)carbamate C(C)(C)(C)N(C(O)=O)CC=1NC2=CC(=C(C=C2C1)Cl)OCC1=CC(=NO1)C.ClC=1C=C2C(=CNC2=CC1)C1N(CC2=CC(=CC=C12)N1CCCCC1)C(=O)N